9-Chloro-2-methyl-5-(piperazin-1-yl)pyrido[3,2-e][1,2,4]triazolo[1,5-c]pyrimidin ClC1=CC=2C=3N(C(=NC2N=C1)N1CCNCC1)N=C(N3)C